methyl 3-hydroxy-7-methyl-2,3-dihydro-1-benzothiophene-6-carboxylate OC1CSC2=C1C=CC(=C2C)C(=O)OC